BrC=1C=C(C=CC1NC1=NC=C(C=C1)OC(F)(F)F)S(=O)(=O)N(C)CC1=CC=C(C=C1)OC 3-bromo-N-[(4-methoxyphenyl)methyl]-N-methyl-4-[[5-(trifluoromethoxy)-2-pyridinyl]amino]benzenesulfonamide